Cl.O[C@@H](C[N+](C)(C)C)CC([O-])=O L-carnitine hydrochloride